ClC1=C(C=CC(=C1)Cl)C(C=CC1=CC=C(OCC(=O)O)C=C1)=O 2-[4-[3-(2,4-Dichlorophenyl)-3-oxoprop-1-enyl]phenoxy]acetic acid